NC(CNC(=O)C1=NC(=CN=C1)C=1NC2=C(C=C(C=C2C1)Cl)F)(C)C N-(2-amino-2-methylpropyl)-6-(5-chloro-7-fluoro-1H-indol-2-yl)pyrazine-2-carboxamide